(S)-2-(2-(3-(4-fluorophenyl)-pyridin-2-yl)pyrrolidin-1-yl)-4,6-bis(trifluoromethyl)pyridine FC1=CC=C(C=C1)C=1C(=NC=CC1)[C@H]1N(CCC1)C1=NC(=CC(=C1)C(F)(F)F)C(F)(F)F